C(C)O[Si](CCCSSSSCCC[Si](OCC)(OCC)OCC)(OCC)OCC Bis[3-(triethoxysilyl) propyl] Tetrasulfid